NC1=NC(=NC=C1)N1CCC(CC1)(OC)CCNC(OC(C)(C)C)=O tert-butyl 2-(1-(4-aminopyrimidin-2-yl)-4-methoxypiperidin-4-yl)ethylcarbamate